5-methoxy-7-methyl-1H-indole-4-carbaldehyde COC1=C(C=2C=CNC2C(=C1)C)C=O